C(#N)C=1C(=NC(=C(C1CC)C#N)N1C[C@H](CC1)O)SC(C(=O)N)C1=NC=CC=C1 2-((3,5-dicyano-4-ethyl-6-((S)-3-hydroxypyrrolidin-1-yl)pyridin-2-yl)thio)-2-(pyridin-2-yl)acetamide